C(C)N1CCN(CC1)CC(COC1=CC(=CC=C1)CN(CC1=NC=CC=C1)C)O 1-(4-ethyl-1-piperazinyl)-3-(3-{[methyl(2-pyridinylmethyl)amino]methyl}phenoxy)-2-propanol